tertbutyl N-(1-fluoro-4-hydroxynaphthalen-2-yl)carbamate FC1=C(C=C(C2=CC=CC=C12)O)NC(OC(C)(C)C)=O